O=C1NC(CCC1N1CC2=CC=C(C=C2C1=O)[NH-])=O N-[2-(2,6-dioxo-3-piperidinyl)-3-oxo-isoindolin-5-yl]-amide